(R)-(4-Cinnamyl-7-azabicyclo[2.2.1]heptan-1-yl)(5-fluoropyridin-3-yl)methanol C(C=CC1=CC=CC=C1)C12CCC(CC1)(N2)[C@H](O)C=2C=NC=C(C2)F